di-tert-pentylamine C(C)(C)(CC)NC(C)(C)CC